C(C)(C)(C)OC(=O)NC1(CC1)/C=C/C(=O)[O-] (E)-3-[1-(tert-butoxycarbonylamino)cyclopropyl]prop-2-enoate